(R)-4-(7-(2-methoxypyrimidin-5-yl)-2-(1H-pyrrolo[2,3-b]pyridin-4-yl)thieno[3,2-d]pyridin-4-yl)-3-methylmorpholine COC1=NC=C(C=N1)C=1C2=C(C(=CN1)N1[C@@H](COCC1)C)C=C(S2)C2=C1C(=NC=C2)NC=C1